FC1=C(C(N)C(=O)O)C=CC=C1 2-fluoro-phenylglycine